benzyl (6R)-6-({7-cyano-2-[1-(difluoromethyl)-1H-pyrazol-4-yl][1,2,4]triazolo[1,5-c]quinazolin-5-yl}amino)-5-oxo-1,4-diazepane-1-carboxylate C(#N)C1=CC=CC=2C=3N(C(=NC12)N[C@H]1C(NCCN(C1)C(=O)OCC1=CC=CC=C1)=O)N=C(N3)C=3C=NN(C3)C(F)F